2-methoxy-5-(pyridin-4-ylmethoxy)isonicotinaldehyde COC=1C=C(C=O)C(=CN1)OCC1=CC=NC=C1